BrC1=CC2=C(N=C(S2)C2=C(C=C(C=C2)C=2C=NN(C2)C2OCCCC2)OCOC)S1 4-(4-{5-bromothieno[2,3-d][1,3]thiazol-2-yl}-3-(methoxymethoxy)phenyl)-1-(oxan-2-yl)-pyrazole